2-((2R,5S)-2-(3-((S)-2-(dimethylamino)propoxy)phenyl)-5-methylpiperidin-1-yl)-2-oxoacetamide CN([C@H](COC=1C=C(C=CC1)[C@@H]1N(C[C@H](CC1)C)C(C(=O)N)=O)C)C